FC1(OC2=C(O1)C=CC(=C2)C2(CC2)C(=O)NC2=CC=C(C(=N2)C=2C=C(C(=O)O)C=CC2)C)F 3-[6-({[1-(2,2-difluoro-1,3-benzodioxol-5-yl)cyclopropyl]Carbonyl}amino)-3-methylpyridin-2-yl]Benzoic acid